ClC1=NC(=CC=C1C=O)N1C=NC2=C1C=CC(=C2)NC=2N=NC(=CC2)C 2-chloro-6-[5-[(6-methylpyridazin-3-yl)amino]benzimidazol-1-yl]pyridine-3-carbaldehyde